C(C)N1CC(C(CC1)(C)C)OC=1C=C2COC(C2=CC1)=O 5-((1-ethyl-4,4-dimethylpiperidin-3-yl)oxy)isobenzofuran-1(3H)-one